S1C2=C(C=C1)C=C(C=C2)CNC(=O)[C@H]2NCCN(C2)C=2C1=C(N=CN2)C=C(S1)C1=CC=C(C=C1)C(F)(F)F (S)-N-(benzo[b]thiophen-5-ylmethyl)-4-(6-(4-(trifluoromethyl)phenyl)thieno[3,2-d]pyrimidin-4-yl)piperazine-2-carboxamide